(2S,4R)-N-((S)-1-(4-carbamimidoylthiophen-2-yl)-2-hydroxyethyl)-4-(difluoromethoxy)-1-((4-phenoxybenzoyl)glycyl)pyrrolidine-2-carboxamide C(N)(=N)C=1C=C(SC1)[C@H](CO)NC(=O)[C@H]1N(C[C@@H](C1)OC(F)F)C(CNC(C1=CC=C(C=C1)OC1=CC=CC=C1)=O)=O